6-chloro-N-[(3R)-1-ethyl-3-piperidyl]pyridazin-3-amine ClC1=CC=C(N=N1)N[C@H]1CN(CCC1)CC